2-(4-(3-(4-methoxyphenyl)propoxy)phenyl)ethan-1-ol COC1=CC=C(C=C1)CCCOC1=CC=C(C=C1)CCO